3-((S)-oxetan-2-ylmethyl)-3H-imidazo[4,5-b]Pyridine O1[C@@H](CC1)CN1C=NC=2C1=NC=CC2